C(=CC=CO)O butadiene-1,4-diol